CN(C=1C=CC(=NC1C)C1=CNC2=C(C=CC=C12)C#N)C 3-[5-(dimethylamino)-6-methylpyridin-2-yl]-1H-indole-7-carbonitrile